OC1=CC=C(C(=O)CBr)C=C1 4-Hydroxybenzoylmethyl bromide